NC1=NC=2C=CC(=CC2C2=C1C=NN2C)C(=O)N(C)[C@@H]2CCC1=CC(=CC=C21)Br 4-amino-N-((1R)-5-bromo-2,3-dihydro-1H-inden-1-yl)-N,1-dimethyl-1H-pyrazolo[4,3-c]quinoline-8-carboxamide